N-(3-Methoxy-4-(1-methyl-1H-pyrazol-4-yl)phenyl)-5-methyl-7-((tetrahydro-2H-pyran-4-yl)methyl)-7H-pyrrolo[2,3-d]pyrimidin-2-amine COC=1C=C(C=CC1C=1C=NN(C1)C)NC=1N=CC2=C(N1)N(C=C2C)CC2CCOCC2